IC1CCC(CC1)=O 4-iodocyclohexanone